C1(CC1)[C@H](C1=NC=2N(C=C1)C=C(N2)[C@@H](NC(=O)C2=NOC=C2C)C2CCC(CC2)(F)F)NC(C[C@H]2C(C2)(F)F)=O |o1:34| N-((S)-(7-((R)-Cyclopropyl(2-((R*)-2,2-difluorocyclopropyl)acetamido)methyl)imidazo[1,2-a]pyrimidin-2-yl)(4,4-difluorocyclohexyl)methyl)-4-methylisoxazole-3-carboxamide